C(C)(C)(C)OC(=O)N1[C@H]2[C@@](CC1)(CCC2)C(=O)O trans-(3aS,6aR)-1-(tert-butoxycarbonyl)hexahydrocyclopenta[b]pyrrole-3a(1H)-carboxylic acid